6-amino-3-bromo-5-(3-hydroxy-2,6-dimethyl-phenyl)-2-thiazol-2-yl-pyrrolo[2,3-b]pyrazine-7-carboxamide NC1=C(C=2C(=NC(=C(N2)C=2SC=CN2)Br)N1C1=C(C(=CC=C1C)O)C)C(=O)N